4-(2-((2-(3,4-dihydroquinolin-1(2H)-yl)-2-oxo-1-phenylethyl)amino)ethyl)benzenesulfonamide Ethyl-2-[2-(benzhydrylideneamino)-4-isopropyl-7-oxo-thieno[2,3-d]pyridazin-6-yl]acetate C(C)OC(CN1N=C(C2=C(C1=O)SC(=C2)N=C(C2=CC=CC=C2)C2=CC=CC=C2)C(C)C)=O.N2(CCCC1=CC=CC=C21)C(C(C2=CC=CC=C2)NCCC2=CC=C(C=C2)S(=O)(=O)N)=O